C1=CC=C(C=C1)C2=CC(=O)C3=C(O2)C=CC4=CC=CC=C43 The molecule is an extended flavonoid resulting from the formal fusion of a benzene ring with the f side of flavone. It has a role as an aryl hydrocarbon receptor agonist. It is an extended flavonoid, an organic heterotricyclic compound and a naphtho-gamma-pyrone.